C(C)(C)NC(O[C@@H]1C[C@@H](CC1)C1=NN(C(=C1)NC(=O)C1=CC=NN1CCOCCOCCOCC#C)C(C)(C)C)=O (1S,3R)-3-(1-(tert-butyl)-5-(1-(2-(2-(2-(prop-2-yn-1-yloxy)ethoxy)ethoxy)ethyl)-1H-pyrazole-5-carboxamido)-1H-pyrazol-3-yl)cyclopentyl isopropylcarbamate